BrC1=CC(=CC2=CC3=CC=C(C=C3C=C12)C(C)(C)C)C(C)(C)C 1-bromo-3,7-di-t-butylanthracene